2-chloro-6-(4-methoxybenzyl)-5,5-dimethyl-5,6-dihydro-7H-pyrrolo[3,4-b]pyridin-7-one ClC1=CC=C2C(=N1)C(N(C2(C)C)CC2=CC=C(C=C2)OC)=O